N-(5-(3,5-difluorobenzyl)-1H-indazol-3-yl)-4-(4-((2-(2,6-dioxopiperidin-3-yl)-7-fluoro-1-oxoisoindolin-5-yl)methyl)piperazin-1-yl)-2-((tetrahydro-2H-pyran-4-yl)amino)benzamide FC=1C=C(CC=2C=C3C(=NNC3=CC2)NC(C2=C(C=C(C=C2)N2CCN(CC2)CC=2C=C3CN(C(C3=C(C2)F)=O)C2C(NC(CC2)=O)=O)NC2CCOCC2)=O)C=C(C1)F